4-(t-butyl)-2-methylaniline C(C)(C)(C)C1=CC(=C(N)C=C1)C